2-hydroxy-2-methyl-1-[4-(1-methylethenyl)phenyl]propane-1-one OC(C(=O)C1=CC=C(C=C1)C(=C)C)(C)C